FC1=C(C(=CC(=C1)F)F)C1=CC=NO1 5-(2,4,6-trifluoro-phenyl)-isoxazole